C(C)C(CC(=O)O)(C(C)(C)C)C 3-ethyl-3,4,4-trimethylpentanoic acid